N-[2-(4-chlorophenyl)ethyl]-6,7-dihydroxy-1-phenyl-1,2,3,4-tetrahydroisoquinoline-2-carbothioamide ClC1=CC=C(C=C1)CCNC(=S)N1C(C2=CC(=C(C=C2CC1)O)O)C1=CC=CC=C1